fluorosucrose C([C@@H]1[C@H]([C@@H]([C@H]([C@@](O1)(OC2([C@H]([C@@H]([C@H](O2)CO)O)O)CO)F)O)O)O)O